ClC1=C(C=CC=C1Cl)SC=1C=2N(C(=NC1)N1CCC3(CC(C[C@H]3N)C)CC1)C=NN2 (1R)-8-(8-((2,3-dichlorophenyl)thio)-[1,2,4]triazolo[4,3-c]pyrimidin-5-yl)-3-methyl-8-azaspiro[4.5]decan-1-amine